N-(4-(5-(difluoromethyl)-1,3,4-oxadiazol-2-yl)benzyl)-2-(4-phenethylpiperazin-1-yl)-N-phenylethane-1-sulfonamide FC(C1=NN=C(O1)C1=CC=C(CN(S(=O)(=O)CCN2CCN(CC2)CCC2=CC=CC=C2)C2=CC=CC=C2)C=C1)F